2-(4-(3-fluoro-5-(trifluoromethyl)benzyl)pyridin-2-yl)-2H-1,2,3-triazole-4-carboxamide FC=1C=C(CC2=CC(=NC=C2)N2N=CC(=N2)C(=O)N)C=C(C1)C(F)(F)F